2-methoxy-5-(3'-methyl-2'-oxo-2',3'-dihydrospiro[cyclopropane-1,1'-pyrrolo[2,3-c]quinolin]-8'-yl)pyridin COC1=NC=C(C=C1)C1=CC=2C3=C(C=NC2C=C1)N(C(C31CC1)=O)C